NC(CCN(NC([C@H](CC1CC1)NC(=O)C=1NC2=CC=CC=C2C1)=O)C(C(F)Cl)=O)=O N-((2S)-1-(2-(3-amino-3-oxopropyl)-2-(2-chloro-2-fluoroacetyl)hydrazino)-3-cyclopropyl-1-oxopropan-2-yl)-1H-indole-2-carboxamide